CO[Si](C1=CC=C(C=C1)C)(C1=CC=C(C=C1)C)OC dimethoxydi(4-tolyl)silane